NC1=C(C=C(N=N1)C1=C(C=CC=C1)O)N1CCNCCC1 2-(6-amino-5-(1,4-diazepan-1-yl)pyridazin-3-yl)phenol